[Co].[Sc] scandium-cobalt